P(=O)(OC[C@H]1O[C@H](C[C@@H]1OP(=O)(OCC(C)C)O)N1C(N=C(C=C1)N)=O)(OCC(C)C)O.[Mg] magnesium ((2R,3S,5R)-5-(4-amino-2-oxopyrimidin-1(2H)-yl)-3-((hydroxy(isobutoxy)phosphoryl)oxy)tetrahydrofuran-2-yl)methyl isobutyl hydrogen phosphate